OC1=C(C(=CC=2C(C3=CC=CC=C3C(C12)=O)=O)S(=O)(=O)[O-])O 1,2-dihydroxyanthraquinone-3-sulfonate